C=1N=CN2C1C=CC(=C2)C=2OC1=C(C=C(C=C1C(C2)=O)C)C(C)NC2=C(C(=O)OC(C)(C)C)C=CC=C2 tert-Butyl 2-[1-(2-imidazo[1,5-a]pyridin-6-yl-6-methyl-4-oxo-chromen-8-yl)ethylamino]benzoate